N-acetylisoindolone C(C)(=O)N1C(C2=CC=CC=C2C1)=O